C(C)NC(=O)C1=NC(=CC2=C1NC(N2C2=CC(=C(C(=C2)OC)OC)OC)=O)C2=CC(=C(C=C2)OC)O N-ethyl-6-(3-hydroxy-4-methoxyphenyl)-2-oxo-1-(3,4,5-trimethoxyphenyl)-2,3-dihydro-1H-imidazo[4,5-c]pyridine-4-carboxamide